C[C@@]1(CN(CC1)C(=O)OC(C)(C)C)OC=1C=NC(=CC1)C(NC)=O tert-butyl (3R)-3-methyl-3-{[6-(methylcarbamoyl)pyridin-3-yl]oxy}pyrrolidine-1-carboxylate